3-chloro-N-(((1R,5S,6s)-3-(5-(3-cyano-6-ethoxypyrazolo[1,5-a]pyridin-4-yl)pyridin-2-yl)-3-azabicyclo[3.1.0]hexane-6-yl)methyl)picolinamide ClC=1C(=NC=CC1)C(=O)NCC1[C@@H]2CN(C[C@H]12)C1=NC=C(C=C1)C=1C=2N(C=C(C1)OCC)N=CC2C#N